tert-butyl 4-{[2-({4-[4-(morpholin-4-yl)-7-{[2-(trimethylsilyl)ethoxy]methyl}-7H-pyrrolo[2,3-d]pyrimidin-6-yl]phenyl}carbamoyl)pyridin-4-yl]amino}piperidine-1-carboxylate N1(CCOCC1)C=1C2=C(N=CN1)N(C(=C2)C2=CC=C(C=C2)NC(=O)C2=NC=CC(=C2)NC2CCN(CC2)C(=O)OC(C)(C)C)COCC[Si](C)(C)C